C(CC)N1C=NC(=C1)CCNC(N)=O 3-(2-(1-propyl-1H-imidazol-4-yl)ethyl)urea